5-(((S)-1-(2-chlorophenyl)ethyl)amino)-4-methoxy-N-((R,E)-4-(methylsulfonyl)but-3-en-2-yl)pyrimidine-2-carboxamide ClC1=C(C=CC=C1)[C@H](C)NC=1C(=NC(=NC1)C(=O)N[C@H](C)\C=C\S(=O)(=O)C)OC